ClC1=CC(=NC=C1)NC=1C(=NN(C1)C1OCCCC1)C 4-chloro-N-(3-methyl-1-(tetrahydro-2H-pyran-2-yl)-1H-pyrazol-4-yl)pyridin-2-amine